2-(2-(difluoromethyl)-4-methoxyphenyl)-4,4,5,5-tetramethyl-1,3,2-dioxaborolane FC(C1=C(C=CC(=C1)OC)B1OC(C(O1)(C)C)(C)C)F